N[C@](C(=O)O)(C)C1=NC(=CC=C1)C=O (2R)-2-AMINO-2-(6-FORMYL(2-PYRIDYL))PROPANOIC ACID